sodium pyridinethion-1-oxide [NH+]1(C(C=CC=C1)=S)[O-].[Na]